ClC=1C=CC(=C(C1)C1=C(C=NN1CCCO)NC(=O)C=1C=NN2C1N=CC=C2)OC N-(5-(5-chloro-2-methoxyphenyl)-1-(3-hydroxypropyl)-1H-pyrazol-4-yl)pyrazolo[1,5-a]pyrimidine-3-carboxamide